3-(3-(3-aminoprop-1-yn-1-yl)phenyl)piperidine-2,6-dione NCC#CC=1C=C(C=CC1)C1C(NC(CC1)=O)=O